ClC=1C=CC2=C([C@@H](C[C@@H](O2)C(=O)N[C@@H]2CC[C@H](CC2)NC(CO[C@@H]2C[C@@H](C2)OC(F)(F)F)=O)O)C1 (2R,4R)-6-chloro-4-hydroxy-N-[trans-4-(2-{[cis-3-(trifluoromethoxy)cyclobutyl]oxy}acetamido)cyclohexyl]-3,4-dihydro-2H-1-benzopyran-2-carboxamide